[O-2].[Mn+2].[Sr+2].[Co+2].[O-2].[O-2] cobalt strontium manganese oxide